O=C1NC(CCC1N1C(C2=CC=C(C=C2C1=O)N1CCN(CC1)CC1CCN(CC1)C(=O)OC(C)(C)C)=O)=O tert-butyl 4-((4-(2-(2,6-dioxopiperidin-3-yl)-1,3-dioxoisoindolin-5-yl) piperazin-1-yl)methyl)piperidine-1-carboxylate